C=CC=C butadi-ene